tris[salicylideneaminoethyl]amine C(C=1C(O)=CC=CC1)=NCCN(CCN=CC=1C(O)=CC=CC1)CCN=CC=1C(O)=CC=CC1